O=C1CCC(CC1)C1=CC2=C(N(CCO2)[C@@H]2C(NC(CC2)=O)=O)C=C1 (3S)-3-[7-(4-oxocyclohexyl)-2,3-dihydro-1,4-benzoxazin-4-yl]piperidine-2,6-dione